1-(9Z-nonadecenoyl)-2-(6Z,9Z,12Z,15Z-octadecatetraenoyl)-glycero-3-phospho-(1'-sn-glycerol) CCCCCCCCC/C=C\CCCCCCCC(=O)OC[C@H](COP(=O)(O)OC[C@H](CO)O)OC(=O)CCCC/C=C\C/C=C\C/C=C\C/C=C\CC